(4-(hydroxymethyl)bicyclo[2.2.1]Hept-1-yl)carbamic acid tert-butyl ester C(C)(C)(C)OC(NC12CCC(CC1)(C2)CO)=O